OC(C)(C)[C@@H](CC(=O)[O-])C=CC.[K+] potassium (S)-3-(2-hydroxypropan-2-yl)-4-hexenoate